N-(3-(difluoromethyl)-1-methyl-1H-pyrazol-5-yl)-2-((4-(trifluoromethyl)phenyl)amino)benzamide FC(C1=NN(C(=C1)NC(C1=C(C=CC=C1)NC1=CC=C(C=C1)C(F)(F)F)=O)C)F